BrC1=CC(=CC=2N(C(N(C21)C)=O)C2C(NC(CC2)=O)=O)F 3-(4-Bromo-6-fluoro-3-methyl-2-oxo-2,3-dihydro-1H-benzo[d]imidazol-1-yl)piperidine-2,6-dione